(E)-N-(4-(4-(4-(4-(7-(2-(2,6-dioxopiperidin-3-yl)-1-oxoisoindolin-4-yl)hept-6-yn-1-yl)piperazin-1-yl)benzoyl)-1,4-diazepan-1-yl)butyl)-3-(2-fluoropyridin-3-yl)acrylamide O=C1NC(CCC1N1C(C2=CC=CC(=C2C1)C#CCCCCCN1CCN(CC1)C1=CC=C(C(=O)N2CCN(CCC2)CCCCNC(\C=C\C=2C(=NC=CC2)F)=O)C=C1)=O)=O